6-fluoro-5-phenoxy-4,7-bis[5-(2,5-dimethylphenyl)-2-thienyl]benzo[c]-1,2,5-thiadiazole FC=1C(=C(C=2C(=NSN2)C1C=1SC(=CC1)C1=C(C=CC(=C1)C)C)C=1SC(=CC1)C1=C(C=CC(=C1)C)C)OC1=CC=CC=C1